2-methanesulfonyl-5-[2-(triisopropylsilyl)ethynyl]pyrido[2,3-d]pyrimidin-7-ylurea CS(=O)(=O)C=1N=CC2=C(N1)N=C(C=C2C#C[Si](C(C)C)(C(C)C)C(C)C)NC(=O)N